ClC=1C=CC(=C(C1)N1CC(N(CC1=O)C(C(=O)NC1=CC2=CN(N=C2C=C1)C([2H])([2H])[2H])CC1=CC=CC=C1)=O)N1N=NC(=C1)Cl 2-(4-(5-chloro-2-(4-chloro-1H-1,2,3-triazol-1-yl)phenyl)-2,5-dioxopiperazin-1-yl)-N-(2-(methyl-d3)-2H-indazol-5-yl)-3-phenylpropanamide